NC(C(=O)NC([2H])([2H])C1=C(C(=C(C(=C1[2H])[2H])[2H])[2H])[2H])C 2-amino-N-((phenyl-d5)methyl-d2)propanamide